C(#N)C=1C=C(C=CC1)C1=CC=CC(=C1)[N+](=O)[O-] 3'-cyano-5-nitro-[1,1'-biphenyl]